C(C)(C)N1N=C(N=C1C=1N=C2N(CCOC3=C2C=CC(=C3)C3=NN(C=C3)C(C(=O)N)(C)C)C1)C 2-{3-[2-(1-Isopropyl-3-methyl-1H-1,2,4-triazol-5-yl)-5,6-dihydrobenzo[f]imidazo[1,2-d][1,4]oxazepin-9-yl]-1H-pyrazol-1-yl}-2-methylpropanamide